3-Amino-6-methyl-N-[(6'S)-2'-(piperazin-1-yl)-6',7'-dihydro-5'h-spiro[cyclopropane-1,8'-quinolin]-6'-yl]thieno[2,3-b]pyridine-2-carboxamide NC1=C(SC2=NC(=CC=C21)C)C(=O)N[C@@H]2CC=1C=CC(=NC1C1(C2)CC1)N1CCNCC1